5-(p-tolyl)-1H-pyrazole-3-carboxylic acid ethyl ester C(C)OC(=O)C1=NNC(=C1)C1=CC=C(C=C1)C